C(CCC)S(=O)(=O)[O-].[K+] potassium butanesulfonate